6-bromo-1,8-dichloroisoquinoline BrC=1C=C2C=CN=C(C2=C(C1)Cl)Cl